ClC1=CC(=C(C(=O)N2C[C@H](N(CC2)C=2C=CC(=NC2C(=O)NCC=2N(CCN2)C)C=2C(=NC=CC2)OCC)CC)C=C1)C(F)(F)F 5-[(2R)-4-[4-chloro-2-(trifluoromethyl)benzoyl]-2-ethylpiperazin-1-yl]-2'-ethoxy-N-[(1-methyl-4,5-dihydro-1H-imidazol-2-yl)methyl]-[2,3'-bipyridine]-6-carboxamide